NCCC1C(CCCC1)CCN 1,2-di(2-aminoethyl)cyclohexane